tert-butyl (1-(5-((3-(2-(4-(6-chloropyridazin-3-yl)piperazin-1-yl)-2,3-dihydro-1H-inden-5-carbonylamino)phenyl)thio)pyrazin-2-yl)-4-methylpyridin-4-yl)carbamate ClC1=CC=C(N=N1)N1CCN(CC1)C1CC2=CC=C(C=C2C1)C(=O)NC=1C=C(C=CC1)SC=1N=CC(=NC1)N1C=CC(C=C1)(C)NC(OC(C)(C)C)=O